S1C(=C(C(=C1)B(O)O)B(O)O)C=1SC=CC1 bi-thiophene-di-boronic acid